1-octyloxy-2,2,6,6-tetramethyl-4-piperidyl sebacate C(CCCCCCCCC(=O)[O-])(=O)OC1CC(N(C(C1)(C)C)OCCCCCCCC)(C)C